3-fluoro-5-aminophenyl-boronic acid FC=1C=C(C=C(C1)N)B(O)O